C(C1=CC=CC=C1)OC1=CC=C(C=N1)NC1=CC(=CC=C1)S(=O)(=O)N1CCC(CC1)C1=NN=CN1C 6-(benzyloxy)-N-(3-((4-(4-methyl-4H-1,2,4-triazole-3-yl)piperidine-1-yl)sulfonyl)phenyl)pyridine-3-amine